FC(CCS(=O)(=O)NC1=C(C=C(C=C1)C=1C=C(C=2N=C(N=CC2N1)N[C@@H]1CNC[C@@H](C1)CF)C(C)C)F)(C)F 3,3-difluoro-N-(2-fluoro-4-(2-(((3S,5R)-5-(fluoromethyl)piperidin-3-yl)amino)-8-isopropylpyrido[3,2-d]pyrimidin-6-yl)phenyl)butane-1-sulfonamide